((2R,5R)-5-aminotetrahydro-2H-pyran-2-yl)((S)-1-(4-fluorophenyl)-3,4-dihydroisoquinolin-2(1H)-yl)methanone N[C@@H]1CC[C@@H](OC1)C(=O)N1[C@H](C2=CC=CC=C2CC1)C1=CC=C(C=C1)F